acetyltributyl citrate CCCCOC(=O)CC(CC(=O)OCCCC)(OC(C)=O)C(=O)OCCCC